sodium 2-amino-4-(methylphosphinato)butyric acid NC(C(=O)O)CCP(=O)([O-])C.[Na+]